C(C)(C)(C)[C@]1(N(C[C@@H](C1)O)C([C@H](C(C)C)C1=CC(=NO1)C1CCNCC1)=O)C(=O)N[C@@H](C)C1=CC=C(C=C1)C1=C(N=CS1)C tert-butyl-(2S,4R)-4-hydroxy-N-[(1S)-1-[4-(4-methyl-1,3-thiazol-5-yl)phenyl]ethyl]-1-[(2R)-3-methyl-2-[3-(piperidin-4-yl)-1,2-oxazol-5-yl]butanoyl]pyrrolidine-2-carboxamide